C(CCCCCCCCCCCCCC)C1=C(C=CC=C1)O.[Na] sodium pentadecylphenol